C(C)(C)(C)[Si](O)(C1=CC=CC=C1)CC t-butyl-ethyl-phenyl-silanol